ClC1=CC=C2C(=N1)N(C=C2C=2C(=NC=CC2OC2CCC2)OC)COCC[Si](C)(C)C 3-(6-chloro-1-{[2-(trimethylsilyl)ethoxy]methyl}pyrrolo[2,3-b]pyridin-3-yl)-4-cyclobutoxy-2-methoxypyridine